6-[6-(3-cyclopropyl-1,2,4-triazol-1-yl)-2-azaspiro[3.3]heptane-2-carbonyl]-N-[[1-(trifluoromethyl)cyclopropyl]methyl]-2,6-diazaspiro[3.3]heptane-2-sulfonamide C1(CC1)C1=NN(C=N1)C1CC2(CN(C2)C(=O)N2CC3(CN(C3)S(=O)(=O)NCC3(CC3)C(F)(F)F)C2)C1